C(C)(C)(C)OC(=O)N[C@@H](C(=O)O)C1CCC(CC1)C (R)-2-((tert-butoxycarbonyl)amino)-2-((1r,4R)-4-methylcyclohexyl)-acetic acid